CC1CCC2=C1C=C(C=1N2C=NN1)C(=O)NC1=NN(N=C1)C 6-Methyl-N-(2-methyl-2H-1,2,3-triazol-4-yl)-7,8-dihydro-6H-cyclopenta[e][1,2,4]triazolo[4,3-a]pyridine-4-carboxamide